6-Bromo-N1-ethyl-4-methoxybenzene-1,2-diamine BrC=1C=C(C=C(C1NCC)N)OC